OC(COC=1C=C(C=2N(C1)N=CC2C#N)C=2C=NN(C2)C2OCCCC2)(C)C 6-(2-hydroxy-2-methylpropyloxy)-4-(1-(tetrahydro-2H-pyran-2-yl)-1H-pyrazol-4-yl)pyrazolo[1,5-a]pyridine-3-carbonitrile